FC(C1=CC=C(C=C1)N1C=2N(CC(C1)CNC(OC)=O)N=CC2)(F)F methyl ((4-(4-(trifluoromethyl)phenyl)-4,5,6,7-tetrahydropyrazolo[1,5-a]pyrimidin-6-yl)methyl)carbamate